titanium-manganese sodium phosphate P(=O)([O-])([O-])[O-].[Na+].[Mn+2].[Ti+4]